S-Methyl 5-fluoro-2-((4-oxopyrido[4,3-d]pyrimidin-3(4H)-yl)methyl)benzofuran-7-carbothioate FC=1C=C(C2=C(C=C(O2)CN2C=NC3=C(C2=O)C=NC=C3)C1)C(SC)=O